ethyl 2-amino-4-ethyl-3-thiopheneacetate NC=1SC=C(C1CC(=O)OCC)CC